ClC1=CC2=C(C(=CO2)CN2CCN(CC2)C2CC2)C(=C1)C1=C2C(=NC=C1)C=C(S2)CN2C(C1C(C1C2=O)(C)C)=O 3-((7-(6-Chloro-3-((4-cyclopropylpiperazin-1-yl)methyl)benzofuran-4-yl)thieno[3,2-b]pyridin-2-yl)methyl)-6,6-dimethyl-3-azabicyclo[3.1.0]hexane-2,4-dione